N-Ethylidene-3-methyl(dimethoxysilyl)-1-propanamine C(C)=NC(CCC)[SiH](OC)OC